N-(2-pyridinylmethyl)-N'-[3-((2-naphthalenylmethyl)amino)propyl]-N'-(5,6,7,8-tetrahydro-8-quinolinyl)-1,4-benzenedimethanamine N1=C(C=CC=C1)CNCC1=CC=C(C=C1)CN(C1CCCC=2C=CC=NC12)CCCNCC1=CC2=CC=CC=C2C=C1